bromo-2-(methoxymethyl)pyridine BrC=1C(=NC=CC1)COC